C(CCC)N1C(C2N(C(C1)=O)CCC2)=O butylhexahydropyrrolo[1,2-a]pyrazine-1,4-dione